ClC1=CC(=CC(=N1)C1=CC(=NC(=C1)F)C(=O)NC)/C=N/C1CC1 (E)-6-chloro-4-((cyclopropylimino)methyl)-6'-fluoro-N-methyl-[2,4'-bipyridine]-2'-carboxamide